OC1=CC=C(C=C1)C1=NNC(C2=CC=CC=C12)=O 4-(4'-hydroxyphenyl)-2,3-naphthyridin-1-one